(R)-6-(2-(3-fluorophenyl)pyrrolidin-1-yl)-3-(6-(4-(piperidin-4-yl)piperazin-1-yl)pyridin-2-yl)imidazo[1,2-b]pyridazine FC=1C=C(C=CC1)[C@@H]1N(CCC1)C=1C=CC=2N(N1)C(=CN2)C2=NC(=CC=C2)N2CCN(CC2)C2CCNCC2